tert-butyl (3R)-3-(pyridine-2-amido)piperidine-1-carboxylate N1=C(C=CC=C1)C(=O)N[C@H]1CN(CCC1)C(=O)OC(C)(C)C